CC1N(CC1=O)C1=NC(=NC(=C1)N1CCC(CC1)C=1SC=CN1)C(F)(F)F 2-Methyl-1-(6-(4-(thiazol-2-yl)piperidin-1-yl)-2-(trifluoromethyl)pyrimidin-4-yl)azetidin-3-one